1-{2-[4-(1,3-benzoxazol-2-yl)-5-methoxy-1-methyl-6-oxopyrimidin-2-yl]-3-cyclobutyl-1,3-benzodiazol-5-yl}-3-methylurea O1C(=NC2=C1C=CC=C2)C=2N=C(N(C(C2OC)=O)C)C=2N(C1=C(N2)C=CC(=C1)NC(=O)NC)C1CCC1